FC1=CC=C(C=C1)C=1N=C2C(=NC=NC2=NC1)NCC=1C=NC(=CC1)C 6-(4-fluorophenyl)-N-((6-methylpyridin-3-yl)methyl)pteridine-4-amine